CN1N=C(N=N1)C=1C=C(C(=O)NCCN2C(C=3N(CC2)C2=C(C3)C(=NC=C2)OC(C(C([2H])([2H])[2H])([2H])[2H])([2H])[2H])=O)C=CC1 3-(2-Methyl-2H-tetrazol-5-yl)-N-(2-(9-oxo-1-(propoxy-d7)-6,7-dihydropyrido[3',4':4,5]pyrrolo[1,2-a]pyrazin-8(9H)-yl)ethyl)benzamide